C(#N)C=1C=C(C=CC1C=1C=NC(=CC1)C=1C=NN(C1NC1=NC(=CN=C1)C(C)C)C)C1(CC1)C(=O)O 1-[3-cyano-4-[6-[5-[(6-isopropylpyrazin-2-yl)amino]-1-methyl-pyrazol-4-yl]-3-pyridinyl]phenyl]cyclopropanecarboxylic acid